FC1=CC(=NC=C1N1CCNCC1)C(=O)NC 4-fluoro-N-methyl-5-(piperazin-1-yl)picolinamide